[N+](=O)([O-])C1=NN(C=C1)C1CNCC1 Nitro-1-(pyrrolidin-3-yl)-1H-pyrazole